(E)-3-(1H-indazol-6-yl)-N-((1S,2S)-2-methyl-2,3-dihydro-1H-inden-1-yl)acrylamide N1N=CC2=CC=C(C=C12)/C=C/C(=O)N[C@H]1[C@H](CC2=CC=CC=C12)C